2-ETHYL-5-CHLORO-1H-IMIDAZOLE-4-CARBALDEHYDE C(C)C=1NC(=C(N1)C=O)Cl